NC=1C(N(C=CN1)CC1=C(C=C2[C@](NC(NC2=C1)=O)(C(C)(F)F)C#CC1CC1)Cl)=O (S)-7-((3-amino-2-oxopyrazin-1(2H)-yl)methyl)-6-chloro-4-(cyclopropylethynyl)-4-(1,1-difluoroethyl)-3,4-dihydroquinazolin-2(1H)-one